rel-trans-2-(4-chlorophenyl)-N-(2-(4-(pyridin-2-yl)tetrahydro-2H-pyran-4-yl)ethyl)cyclopropan-1-amine ClC1=CC=C(C=C1)[C@H]1[C@@H](C1)NCCC1(CCOCC1)C1=NC=CC=C1 |o1:7,8|